The molecule is a diterpenoid of the clerodane group isolated from the leaves and flowers of Casearia nigrescens. It exhibits cytotoxicity against A2780 human ovarian cancer cell line. It has a role as a metabolite and an antineoplastic agent. It is an acetate ester, a butyrate ester, a cyclic ether, a diterpenoid, an organic heterotricyclic compound and a secondary alcohol. CCCC(=O)O[C@@H]1C[C@H]2[C@]([C@@H]([C@H]([C@@H]([C@]23[C@@H](O[C@@H](C3=C1)OC(=O)C)OC(=O)C)OC(=O)C)O)C)(C)CCC(=C)C=C